1,1,1-trifluoropropan-2-yl (4-(1-(6-fluoro-1-methyl-[1,2,4]triazolo[4,3-a]quinazolin-5-yl)-1,2,3,5-tetrahydrobenzo[e][1,4]oxazepin-6-yl)-2-methylbut-3-yn-2-yl)carbamate FC1=C2C(=NC=3N(C2=CC=C1)C(=NN3)C)N3CCOCC1=C3C=CC=C1C#CC(C)(C)NC(OC(C(F)(F)F)C)=O